C(CCC)N1C(N(C(C(C1=O)=C(N)N)=O)C1C(CC12CCCCC2)C(=O)N)=O (3-Butyl-5-(diaminomethylene)-2,4,6-trioxotetrahydropyrimidin-1(2H)-yl)spiro[3.5]nonane-2-carboxamide